NC[C@@H]([C@H](C1=CC(=CC=C1)C(F)(F)F)C1=CC=C(C=C1)F)O (1S,2R)-3-amino-1-(4-fluorophenyl)-1-(3-(trifluoromethyl)phenyl)propan-2-ol